C(#C)C1=C2C=NN(C2=CC(=C1)[N+](=O)[O-])C1OCCCC1 4-ethynyl-6-nitro-1-(tetrahydro-2H-pyran-2-yl)-1H-indazole